(E)-N'-(6-chloro-2,4-diiodonaphthalen-1-yl)-N,N-dimethylmethanimidamide ClC=1C=C2C(=CC(=C(C2=CC1)/N=C/N(C)C)I)I